COC(=O)[C@H]1N([C@H](CC1)C#C[Si](C)(C)C)C(=O)OC(C)(C)C (2s,5r)-5-((trimethylsilyl)ethynyl)pyrrolidine-1,2-dicarboxylic acid 1-(tert-butyl) 2-methyl ester